COC1=CC=C2CC(C=3C(=NOC3C2=C1)C(=O)OCC)C ethyl 8-methoxy-4-methyl-4,5-dihydronaphtho[2,1-d]isoxazole-3-carboxylate